COC1=CC(=NC(=C1)C(C)=O)C#CC(C)=O 4-methoxy-2,6-diacetylethynyl-pyridine